N-((2-benzylcyclopropyl)methyl)-2-methoxy-5-morpholino-1H-benzo[d]imidazole-1-carboxamide C(C1=CC=CC=C1)C1C(C1)CNC(=O)N1C(=NC2=C1C=CC(=C2)N2CCOCC2)OC